C(CC)OC1=C(C=2C(C3=CC=CC=C3C(C2C=C1)=O)=O)OCCC dipropoxyanthraquinone